C(C1=CC=CC=C1)SCC=1C=CC(=C(C1)B(O)O)F (5-[(BENZYLSULFANYL)METHYL]-2-FLUOROPHENYL)BORANEDIOL